sodium 2-((1R,3r,5S)-3-((5-cyclopropyl-3-(2-(trifluoromethoxy)phenyl)isoxazol-4-yl)methoxy)-8-azabicyclo[3.2.1]octan-8-yl)-4-methylbenzo[d]thiazole-6-sulfinate C1(CC1)C1=C(C(=NO1)C1=C(C=CC=C1)OC(F)(F)F)COC1C[C@H]2CC[C@@H](C1)N2C=2SC1=C(N2)C(=CC(=C1)S(=O)[O-])C.[Na+]